1-(3-((5-cyclopropyl-2-((3-methyl-1-(8-methyl-8-azabicyclo[3.2.1]octan-3-yl)-1H-pyrazol-4-yl)amino)pyrimidin-4-yl)amino)propyl)piperidin-2-one C1(CC1)C=1C(=NC(=NC1)NC=1C(=NN(C1)C1CC2CCC(C1)N2C)C)NCCCN2C(CCCC2)=O